2-(3-acetyl-5-(pyrimidin-2-ylethynyl)-1H-indazol-1-yl)-N-(2-((3-chloro-2-fluorophenylmethyl)amino)-2-oxoethyl)-N-isopropylacetamide C(C)(=O)C1=NN(C2=CC=C(C=C12)C#CC1=NC=CC=N1)CC(=O)N(C(C)C)CC(=O)NCC1=C(C(=CC=C1)Cl)F